ClC1=CC=C(C=C1)COC\C=C(\CCC=C(C)C)/C (E)-1-chloro-4-(((3,7-dimethylocta-2,6-dien-1-yl)oxy)methyl)benzene